N-(3-(aminomethyl)-5-fluorophenyl)pyridine-4-amine NCC=1C=C(C=C(C1)F)NC1=CC=NC=C1